4-n-propylcyclohexane-1,2-dicarboxylic acid, dilithium salt [Li+].[Li+].C(CC)C1CC(C(CC1)C(=O)[O-])C(=O)[O-]